ClC1=C(C(=C2C(=N1)CCC2)NCC2=CC=C(C=C2)C=2N(C=C(N2)C(F)(F)F)C)C#N 2-chloro-4-((4-(1-methyl-4-(trifluoromethyl)-1H-imidazol-2-yl)benzyl)amino)-6,7-dihydro-5H-cyclopenta[b]pyridine-3-carbonitrile